C1(=CC=CC2=CC=C3C=C4C=CC=CC4=CC3=C12)NC1=CC=C(C=C1)N N'-tetraphenyl-p-phenylenediamine